CC1=C2CCNC(C2=CC=C1)=O 5-methyl-3,4-dihydro-isoquinolin-1(2H)-one